NC1=NC=2C=CC(=CC2C=2N1C=NC2)C(=O)N(CC2=NC=C(C=C2)C(F)(F)F)C21CC(C2)C1 5-amino-N-(bicyclo[1.1.1]pentan-1-yl)-N-((5-(trifluoromethyl)pyridin-2-yl)methyl)imidazo[1,5-c]quinazoline-9-carboxamide